BrC1=C(C=C(C=C1)CC(=O)OC)OC methyl 2-(4-bromo-3-methoxy-phenyl)acetate